nitrogen silicon-vanadium-iron [Fe].[V].[Si].[N]